N[C@@]1(CN(CC1)C1=C(C=NC(=C1C1=CN=C(S1)C)C#N)C(=O)N[C@@H](C)C1CC1)C 4-[(3S)-3-amino-3-methylpyrrolidin-1-yl]-6-cyano-N-[(1S)-1-cyclopropylethyl]-5-(2-methyl-1,3-thiazol-5-yl)pyridine-3-carboxamide